C(OC1=CC=C(C=C1)[N+](=O)[O-])(O[C@H](C)C1=CC=C(C=C1)OC(F)(F)F)=O 4-nitrophenyl (R)-1-[4-(trifluoromethoxy)phenyl]ethyl carbonate